COC([C@H](C(C)C)OP(=O)(OCC1=CC=CC=C1)OCC1=CC=CC=C1)=O.CC1=NC=C(N=C1)COC1=NC=CC(=C1)C1=NOC(=N1)C(F)(F)F 2-methyl-5-[({4-[5-(trifluoromethyl)-1,2,4-oxadiazol-3-yl]pyridin-2-yl}oxy)methyl]pyrazine (S)-Methyl-2-((bis(benzyloxy)phosphoryl)oxy)-3-methylbutanoate